O=C1NC(CCC1C1=NN(C2=C(C=CC=C12)OCC(=O)N1CCN(CC1)C(=O)C1=CC(=NN1C)C(=O)OC)C)=O methyl 5-(4-(2-((3-(2,6-dioxopiperidin-3-yl)-1-methyl-1H-indazol-7-yl)oxy)-acetyl)piperazine-1-carbonyl)-1-methyl-1H-pyrazole-3-carboxylate